CC(O)C1CCCCC1 α-methylcyclohexanemethanol